2-benzyl-5-iodopyridazin-3-one C(C1=CC=CC=C1)N1N=CC(=CC1=O)I